OC1=CC=C(C=C1)C1(CCCCCCCCCCC1)C1=CC=C(C=C1)O 1,1-bis(4-hydroxyphenyl)cyclododecane